FC=1C=C(C=CC1F)N1[C@@H](CCCC1=O)C1=NC2=C(N1[C@@H]1CC[C@H](CC1)OC)C=CC(=C2)C2=C(C(N(C=C2)C)=O)C (2-((S)-1-(3,4-difluorophenyl)-6-oxopiperidin-2-yl)-1-((trans)-4-methoxycyclohexyl)-1H-benzo[d]imidazol-5-yl)-1,3-dimethylpyridin-2(1H)-one